NC1=C(C=C(N=N1)C1=C(C=CC=C1)O)N1CC2CCC(C1)N2C2=CC(=NC=C2)C#CC2CNC2 2-(6-amino-5-(8-(2-(azetidin-3-ylethynyl)pyridin-4-yl)-3,8-diazabicyclo[3.2.1]octan-3-yl)pyridazin-3-yl)phenol